1-(Diphenylmethyl)azetidin-3-one C1(=CC=CC=C1)C(N1CC(C1)=O)C1=CC=CC=C1